C(C1=CC=CC=C1)N(C(=O)C=1C(=NC(=NC1)N1CCOCC1)NC1=CC=CC=C1)C/C=C/C (E)-4-(N-benzyl-2-morpholinyl-4-anilinopyrimidine-5-carboxamido)-2-butene